2-(4-bromo-2,6-dichloro-phenoxy)-5-methoxy-4-[(4-methoxyphenyl)methylsulfanyl]pyridine BrC1=CC(=C(OC2=NC=C(C(=C2)SCC2=CC=C(C=C2)OC)OC)C(=C1)Cl)Cl